NC=1C(=NOC1)C(=O)OCC ethyl 4-aminoisoxazole-3-carboxylate